CC1=C(N=C(S1)NC(CC1=CC(=CC=C1)OCCCN1CCNCC1)=O)C=1C=C2C=CN(C2=CC1)C(C1=C(C=CC=C1)C)=O N-(5-methyl-4-(1-(2-methylbenzoyl)indol-5-yl)thiazol-2-yl)-2-(3-(3-(piperazin-1-yl)propoxy)phenyl)acetamide